methyl 2-[4-[6-[(4-cyano-2-fluoro-phenyl)methoxy]-3-fluoro-2-pyridyl]-3-fluoro-phenyl]acetate C(#N)C1=CC(=C(C=C1)COC1=CC=C(C(=N1)C1=C(C=C(C=C1)CC(=O)OC)F)F)F